OC=1N=CC(=NC1C)C(=O)O 5-hydroxy-6-methylpyrazine-2-carboxylic acid